FC(C(=O)O)(F)F.C(C)OC1CC2NC(C1)C2 3-ethoxy-6-azabicyclo[3.1.1]heptane trifluoroacetate